C(C)(C)(C)C1N(CCN(C1)C(C1=CC=CC=C1)N)C(=O)O.C(C)(C)(C)OC(=O)N1CCN(CC1)C(C1=CC=CC=C1)N 4-(aminobenzyl)piperazine-1-carboxylic acid tert-butyl ester (tert-butyl-4-(aminobenzyl) piperazine-1-carboxylate)